NC1=CC=CC(=N1)S(=O)(=O)NC(=O)C=1C(=NC(=CC1)C=1C=NC(=C(C1)C)OCCOC)N1C(C[C@@H](C1)C)(C)C N-[(6-Amino-2-pyridyl)sulfonyl]-6-[6-(2-methoxyethoxy)-5-methyl-3-pyridyl]-2-[(4S)-2,2,4-trimethylpyrrolidin-1-yl]pyridin-3-carboxamid